2-(3-Fluoro-4-methoxyphenyl)imidazo[1,2-a]pyrimidine FC=1C=C(C=CC1OC)C=1N=C2N(C=CC=N2)C1